1-(5-((2,6-dichlorobenzyl)oxy)-3-methyl-2,3-dihydro-1H-inden-1-yl)piperidine-4-carboxylic acid ClC1=C(COC=2C=C3C(CC(C3=CC2)N2CCC(CC2)C(=O)O)C)C(=CC=C1)Cl